ClC1=CC(N(C(N1C1=CC(=CC=C1)C(F)(F)F)=O)C1=CC(=CC=C1)C(F)(F)F)=O 6-chloro-1,3-bis[3-(trifluoromethyl)phenyl]pyrimidine-2,4(1H,3H)-dione